(3-(2-(2-aminoethoxy)ethoxy)propionylamino)-N-(1H-pyrazol-3-yl)benzamide Dibutyl-[2,2'-bipyridine]-4,4'-dicarboxylate C(CCC)OC(=O)C1=CC(=NC=C1)C1=NC=CC(=C1)C(=O)OCCCC.NCCOCCOCCC(=O)NC1=C(C(=O)NC2=NNC=C2)C=CC=C1